Methyl (2S)-2-((2S)-2-(((1-cyclohexyl-2-phenylethoxy)carbonyl)amino)-4-methylpentanamido)-3-((S)-2-oxopyrrolidin-3-yl)propanoate C1(CCCCC1)C(CC1=CC=CC=C1)OC(=O)N[C@H](C(=O)N[C@H](C(=O)OC)C[C@H]1C(NCC1)=O)CC(C)C